(1S,2S,5R)-2-(((7-chloro-8-fluoro-2-(methylsulfanyl)-4-oxo-3,4-dihydropyrido[4,3-d]pyrimidin-5-yl)oxy)methyl)-3,8-diazabicyclo[3.2.1]octane-8-carboxylic acid tert-butyl ester C(C)(C)(C)OC(=O)N1[C@@H]2[C@H](NC[C@H]1CC2)COC2=NC(=C(C=1N=C(NC(C12)=O)SC)F)Cl